tert-butyl 4-(5-(3-methyl-2-(4,4,5,5-tetramethyl-1,3,2-dioxaborolan-2-yl)-1H-indol-6-yl)pyridin-2-yl)piperazine-1-carboxylate CC1=C(NC2=CC(=CC=C12)C=1C=CC(=NC1)N1CCN(CC1)C(=O)OC(C)(C)C)B1OC(C(O1)(C)C)(C)C